ethyl 2-[(4-chloropyrimidin-2-yl)methylamino]-2-oxo-acetate ClC1=NC(=NC=C1)CNC(C(=O)OCC)=O